C1(CC1)C(N1C[C@]2(CCN3N=C(C=C32)C=3C=C(C(=NC3)N)C(F)(F)F)CC1)C1=NC=CC=N1 5-{(3R)-1-[cyclopropyl(pyrimidin-2-yl)methyl]-5',6'-dihydrospiro[pyrrolidine-3,4'-pyrrolo[1,2-b]pyrazol]-2'-yl}-3-(trifluoromethyl)pyridin-2-amine